ethoxyethoxyethyl Acrylate (Ethoxy ethoxy ethyl Acrylate) C(C)OCCOCCC(C(=O)O)=C.C(C=C)(=O)OCCOCCOCC